COC1=CC=CC=C1C2=CC=CC=C2 methoxybiphenyl